FC1=C(C(=CC=C1NC1=NC(=CC(=N1)C)NC)OC)N1N=CC(=C1)C(=O)OCC ethyl 1-(2-fluoro-6-methoxy-3-((4-methyl-6-(methylamino) pyrimidin-2-yl) amino) phenyl)-1H-pyrazole-4-carboxylate